ClCC(=O)N1CCC2(N(C(CS2)=O)CC=2OC(=CC2)C2=CC3=CC=CC=C3C=C2)CC1 8-(2-Chloroacetyl)-4-((5-(naphthalen-2-yl)furan-2-yl)methyl)-1-thia-4,8-diazaspiro[4.5]decan-3-one